C(C)(C)(C)OC(NC12CC(C1)(C2)N2C(N(CC2)C2=CC=C(C=C2)Cl)=O)=O {3-[3-(4-chlorophenyl)-2-oxoimidazolidin-1-yl]bicyclo[1.1.1]pent-1-yl}carbamic acid tert-butyl ester